O1C=C(C=C1)C=1C(N(N=CC1)CCCCN1CCOCC1)=O 4-(Furan-3-yl)-2-[4-(morpholin-4-yl)butyl]-2,3-dihydropyridazin-3-one